4-methoxybenzyl 2,2-dimethyl-3-oxopropanoate CC(C(=O)OCC1=CC=C(C=C1)OC)(C=O)C